(S)- and (R)-2-((4-cyanophenethyl)amino)-N-(5-(4-methyl-3-oxopiperazin-1-yl)pyridin-2-yl)-2-phenylacetamide C(#N)C1=CC=C(CCN[C@H](C(=O)NC2=NC=C(C=C2)N2CC(N(CC2)C)=O)C2=CC=CC=C2)C=C1 |r|